C(N1[C@H](CCC1)CC1=CNC=2C=CC=C(C12)O)([2H])([2H])[2H] (R)-3-((1-(methyl-d3)pyrrolidin-2-yl)methyl)-1H-indol-4-ol